4-Chloro-2-hydroxy-3-nitropyridine ClC1=C(C(=NC=C1)O)[N+](=O)[O-]